C1(CCCC1)C1N(CCC(C1)C(=O)N)C1=NC2=C(N1CC)C=C(C(=C2)C)C cyclopentyl-1-(1-ethyl-5,6-dimethyl-1H-benzo[d]imidazol-2-yl)piperidine-4-carboxamide